C1(=CC=CC=C1)C1=C2C=CC=CC2=C(C2=CC=CC=C12)C1=CC=C(C=C1)B(O)O 4-(10-phenylanthracen-9-yl)phenylboronic acid